1,4-bis[bis(3-(2-ethylhexyl)oxy-2-hydroxy-propyl)amino]benzene C(C)C(COCC(CN(C1=CC=C(C=C1)N(CC(COCC(CCCC)CC)O)CC(COCC(CCCC)CC)O)CC(COCC(CCCC)CC)O)O)CCCC